4-nitrophenyl (2,2,2-trifluoroethyl)carbamate FC(CNC(OC1=CC=C(C=C1)[N+](=O)[O-])=O)(F)F